benzyl 4-(3-cyclopropyl-1-(trans-3-(((2-(2,6-dioxopiperidin-3-yl)-1,3-dioxoisoindolin-5-yl)amino)methyl)cyclobutyl)-1H-indazol-5-yl)piperazine-1-carboxylate C1(CC1)C1=NN(C2=CC=C(C=C12)N1CCN(CC1)C(=O)OCC1=CC=CC=C1)[C@@H]1C[C@H](C1)CNC=1C=C2C(N(C(C2=CC1)=O)C1C(NC(CC1)=O)=O)=O